BUTOXYDIBUTYLBORON C(CCC)OB(CCCC)CCCC